C(#N)C=1C=C2CC(CN(C2=CC1)C1CCCCC1)NC(CC1CCCCC1)=O N-(6-cyano-1-cyclohexyl-1,2,3,4-tetrahydro-3-quinolinyl)-cyclohexaneacetamide